BrC1=CC=C(C=C1)[C@H]1[C@@H](C1)N(C(OC(C)(C)C)=O)C1CCC(CC1)NC(=O)OC(C)(C)C tert-butyl ((trans)-2-(4-bromophenyl)cyclopropyl)(4-((tert-butoxycarbonyl)amino)cyclohexyl)carbamate